CNC1=NS(N=C1)=O 3-(methylamino)-1,2,5-thiadiazole 1-oxide